tert-butyl 6-(4-((2R,3S,4S,5R)-3-(3,4-difluoro-2-methoxyphenyl)-4,5-dimethyl-5-(trifluoromethyl)tetrahydrofuran-2-carboxamido)picolinoyl)-1,6-diazaspiro[3.3]heptane-1-carboxylate FC=1C(=C(C=CC1F)[C@H]1[C@@H](O[C@]([C@H]1C)(C(F)(F)F)C)C(=O)NC1=CC(=NC=C1)C(=O)N1CC2(CCN2C(=O)OC(C)(C)C)C1)OC